C1(CC1)[C@@H](C(F)(F)F)NC(=O)C1=CN(C2=NC(=C(C=C2C1=O)F)N1C[C@H]([C@@H](C1)O)O)C1=C(C=C(C=C1F)F)F N-[(1S)-1-cyclopropyl-2,2,2-trifluoroethyl]-7-[(3R,4R)-3,4-dihydroxypyrrolidin-1-yl]-6-fluoro-4-oxo-1-(2,4,6-trifluorophenyl)-1,4-dihydro-1,8-naphthyridine-3-carboxamide